C(C1=CC=CC=C1)OC=1C(=C(OCC(=O)O)C=C(C1)OC)C=O 3-(benzyloxy)-2-formyl-5-methoxyphenoxyacetic acid